ClC=1C=C(C=C(C1C)F)C1CCC2=NNC(N21)=O 5-(3-chloro-5-fluoro-4-methylphenyl)-2,5,6,7-tetrahydro-3H-pyrrolo[2,1-c][1,2,4]triazol-3-one